(3S,4R)-1-(2-Methoxyethyl)-4-(1-methyl-1H-pyrazol-4-yl)pyrrolidin-3-amine COCCN1C[C@H]([C@@H](C1)C=1C=NN(C1)C)N